O=C1NC(CCC1C1=NC=CC(=C1)CN1CCC(CC1)C=1OC2=C(N1)C=C(C(=C2)NC(C2=CN=C(C=C2)C(F)(F)F)=O)C(C)(C)O)=O N-(2-(1-((2-(2,6-dioxopiperidin-3-yl)pyridin-4-yl)methyl)piperidin-4-yl)-5-(2-hydroxypropan-2-yl)benzo[d]oxazol-6-yl)-6-(trifluoromethyl)nicotinamide